FC=1C=CC(=C(C1)S(=O)(=O)Cl)[N+](=O)[O-] 5-fluoro-2-nitrophenylsulfonylchloride